FC=1C=C(C=C(C1)C(F)(F)F)[C@@H]1[C@@H](N(C(O1)=O)C(=O)NCC1=C(C=CC=C1)N1C=CC=C1)C (4S,5R)-5-[3-fluoro-5-(trifluoromethyl)phenyl]-4-methyl-2-oxo-N-[2-(1H-pyrrol-1-yl)benzyl]-1,3-oxazolidine-3-carboxamide